ClC=1C(=C(C=CC1)NC=1C(=NN2C1C(NCC2)=O)C2=C1C(=NC=C2)C=NN1)OC 3-[(3-chloro-2-methoxyphenyl)amino]-2-{1H-pyrazolo[4,3-b]pyridin-7-yl}-5H,6H,7H-pyrazolo[1,5-a]pyrazin-4-one